(+-)-(6-(hex-5-enyl)-3-methyl-1-oxa-4-azaspiro[4.4]non-3-yl)methanol C(CCCC=C)C1C2(NC(CO2)(C)CO)CCC1